(5-((3-(7-(((3S,4R)-3-fluoro-1-methylpiperidin-4-yl)amino)-3-(2,2,2-trifluoroethyl)benzo[b]thiophen-2-yl)prop-2-yn-1-yl)amino)-1H-pyrazol-3-yl)dimethylphosphine oxide F[C@H]1CN(CC[C@H]1NC1=CC=CC2=C1SC(=C2CC(F)(F)F)C#CCNC2=CC(=NN2)P(C)(C)=O)C